NC1=NC=NN2C1=C(C=C2C=2C=CC(=C(C(=O)N[C@@H]1CN(C[C@@H]1F)C(C(C)(C)O)=O)C2)OC)C(F)(F)F 5-[4-amino-5-(trifluoromethyl)pyrrolo[2,1-f][1,2,4]triazin-7-yl]-N-[(3R,4S)-4-fluoro-1-(2-hydroxy-2-methylpropanoyl)pyrrolidin-3-yl]-2-methoxybenzamide